6-(2-chlorophenyl)-2-{[2-(cyclohexylmethyl)-4,4-dimethyl-1,2,3,4-tetrahydroisoquinolin-7-yl]amino}imidazo[1,2-a]pyrimido[5,4-e]pyrimidin-5(6H)-one ClC1=C(C=CC=C1)N1C=2N(C3=C(C1=O)C=NC(=N3)NC3=CC=C1C(CN(CC1=C3)CC3CCCCC3)(C)C)C=CN2